tert-Butyl 7-(3-amino-6-chloro-1H-pyrazolo[4,3-c]pyridin-1-yl)-6-methoxy-2,3-dihydro-4H-benzo[b][1,4]oxazine-4-carboxylate NC1=NN(C2=C1C=NC(=C2)Cl)C=2C(=CC1=C(OCCN1C(=O)OC(C)(C)C)C2)OC